(4-methoxybenzyl)cyclopropanamine hydrochloride Cl.COC1=CC=C(CC2(CC2)N)C=C1